ClC=1C(=CC=2N=CN=C(C2N1)C=1C(=NN(C1)CC)C1=CC=C(C=C1)F)OC 6-chloro-4-(1-ethyl-3-(4-fluorophenyl)-1H-pyrazol-4-yl)-7-methoxypyrido[3,2-d]pyrimidine